FC1=CC=C(CNC(CC)=O)C=C1 N-(4-fluorobenzyl)propanamide